C(C)N(S(=O)(=O)NC=1C(=C(C(=O)C2=CNC3=NC=C(C=C32)C=3C=NC(=NC3)N3CCC(CC3)NC(C)=O)C(=CC1)F)F)C N-[1-[5-[3-[3-[[ethyl(methyl)sulfamoyl]amino]-2,6-difluorobenzoyl]-1H-pyrrolo[2,3-b]pyridin-5-yl]pyrimidin-2-yl]piperidin-4-yl]acetamide